C(C(C)(C)C)(=O)OC methyl 1-pivalate